ethyl 6-(cyclopropylmethyl)-1,6-dihydropyrrolo[2,3-c]pyrazole-5-carboxylate C1(CC1)CN1C(=CC2=C1NN=C2)C(=O)OCC